C(C)(C)(C)OC(N(C)[C@@H]1CC[C@H](CC1)O)=O trans-(4-hydroxy-cyclohexyl)-methyl-carbamic acid tert-butyl ester